4-chlorobenzoyl-5-methoxy-2-methyl-1H-indole ClC1=CC=C(C(=O)N2C(=CC3=CC(=CC=C23)OC)C)C=C1